5-hydroxy-2-((E)-3-phenylallyl)-2,3-dihydro-1H-inden-1-one OC=1C=C2CC(C(C2=CC1)=O)C\C=C\C1=CC=CC=C1